CN(S(=O)(=O)C=1C=NC=NC1)[C@@H](C(F)(F)F)C1=CC=C(C=C1)C(F)(F)F (R)-N-methyl-N-(2,2,2-trifluoro-1-(4-(trifluoromethyl)phenyl)ethyl)pyrimidine-5-sulfonamide